ClC1=NC=2N(C(=C1C1=C(C=C(C=C1F)C#CCCCO)F)N[C@H](C)C(C)C)N=CN2 (R)-5-(4-(5-chloro-7-((3-methylbutan-2-yl)amino)-[1,2,4]triazolo[1,5-a]pyrimidin-6-yl)-3,5-difluorophenyl)pent-4-yn-1-ol